NC(CO)CO (+-)-2-amino-1,3-propanediol